4-Bromo-9-chloro-5-fluoro-1,3-dihydrofuro[3,4-f]cinnoline BrC1=C2C(=C3C(=CN=NC3=C1F)Cl)COC2